4-((1R,5S)-3,8-diazabicyclo[3.2.1]octan-3-yl)-7-(8-ethyl-7-fluoronaphthalen-1-yl)-6,8-difluoro-2-(((2R,7aS)-2-fluorotetrahydro-1H-pyrrolizin-7a(5H)-yl)methoxy)quinazoline [C@H]12CN(C[C@H](CC1)N2)C2=NC(=NC1=C(C(=C(C=C21)F)C2=CC=CC1=CC=C(C(=C21)CC)F)F)OC[C@]21CCCN1C[C@@H](C2)F